(R)-5-(1-(2-(2-methoxyphenyl)-2-((tetrahydro-2H-pyran-4-yl)oxy)ethyl)-5-methyl-2,4-dioxo-1,4-dihydrothieno[2,3-d]pyrimidin-3(2H)-yl)nicotinic acid methyl ester COC(C1=CN=CC(=C1)N1C(N(C2=C(C1=O)C(=CS2)C)C[C@H](OC2CCOCC2)C2=C(C=CC=C2)OC)=O)=O